C(C)N1C(C=C(C=C1)C1=CC(=C(C(=C1)O)C=1N=C2N(C=CC(=N2)C=2CC(NC(C2)(C)C)(C)C)C1)F)=O 1-ethyl-4-(3-fluoro-5-hydroxy-4-(7-(2,2,6,6-tetramethyl-1,2,3,6-tetrahydropyridin-4-yl)imidazo[1,2-a]pyrimidin-2-yl)phenyl)pyridin-2(1H)-one